C1(CCC1)[C@@H](CC1(OC2=CC=CC=C2CC1)C(=O)N)C1=CC=CC=C1 |r| [(2RS)-2-cyclobutyl-2-phenyl-ethyl]chromane-2-carboxamide